C1(CCCCC1)C(COC)(COC)CC[Si](C1=CC=CC=C1)(C1=CC=CC=C1)C1=CC=CC=C1 2-cyclohexyl-2-(2-triphenylsilylethyl)-1,3-dimethoxypropane